(E)-3-(4-chlorophenyl)-1-(4-morpholinoazepan-1-yl)prop-2-en-1-one ClC1=CC=C(C=C1)/C=C/C(=O)N1CCC(CCC1)N1CCOCC1